C(C)(C)(C)C=1SC(=C(N1)C=1C(=C(C=CC1)NS(=O)(=O)C1=C(C=CC=C1F)F)F)C1=NC(=NC=C1)NC1=CC=C(C=C1)S(=O)(=N)C=C N-(3-(2-(tert-butyl)-5-(2-((4-(vinylsulfonimidoyl)phenyl)amino)pyrimidin-4-yl)thiazol-4-yl)-2-fluorophenyl)-2,6-difluorobenzenesulfonamide